NCCN1CC(C1)OC1=C(C2=C([C@@H]3[C@H](B(O2)O)C3)C=C1)C(=O)O (1aR,7bS)-5-{[1-(2-aminoethyl)azetidin-3-yl]oxy}-2-hydroxy-1,1a,2,7b-tetrahydrocyclopropa[c][1,2]benzoxaborinine-4-carboxylic acid